CC1=CC=C(C(=O)O[C@@H]2[C@](O[C@H](C2)N2C3=NC=NC(=C3N=C2)Cl)(COC(C2=CC=C(C=C2)C)=O)C#C)C=C1 (2R,3S,5R)-5-(6-chloro-9H-purin-9-yl)-2-ethynyl-2-(((4-methylbenzoyl)oxy)methyl)tetrahydrofuran-3-yl 4-methylbenzoate